CC=1C(=NC=CC1C)NC(C)C1=CC=C(C(=O)OC)C=C1 methyl 4-[1-[(3,4-dimethyl-2-pyridyl)amino]-ethyl]benzoate